3-methyl-5-((4-(4-methylpiperidin-1-yl)phenyl)amino)benzo[d]oxazol-2(3H)-one CN1C(OC2=C1C=C(C=C2)NC2=CC=C(C=C2)N2CCC(CC2)C)=O